7,8-dihydroxy-6-methoxycoumarin OC1=C(C=C2C=CC(OC2=C1O)=O)OC